C(C)OC(=O)C=1N=CN(C1)COCC[Si](C)(C)C 1-((2-(trimethylsilyl)ethoxy)methyl)-1H-imidazole-4-carboxylic acid ethyl ester